[N-](S(=O)(=O)C(F)(F)F)S(=O)(=O)C(F)(F)F.[N-](S(=O)(=O)C(F)(F)F)S(=O)(=O)C(F)(F)F.C(CCCCC)N1CN(C=C1)C 1-hexyl-3-methylimidazole bis-trifluoromethanesulfonimide salt